C(\C=C\C1=CC(OC)=C(O)C=C1)(=O)N[C@@H](CC1=CNC=N1)C(=O)O N-feruloyl-histidine